[Zn].[Mn].C(CNC(S)=S)NC(S)=S ethylenebis(dithiocarbamic acid) manganese-zinc